ClC=1C=C(C=NC1)C1=NC(=C2N=CN(C2=N1)[C@H]1[C@@H]([C@@H]([C@H](O1)C(=O)NC([2H])([2H])[2H])O)O)NCC1=CC(=CC(=C1)F)F (2S,3S,4R,5R)-5-(2-(5-chloropyridin-3-yl)-6-(3,5-difluorobenzylamino)-9H-purin-9-yl)-3,4-dihydroxyl-N-((methyl-d3))-tetrahydrofuran-2-carboxamide